BrC1=C(N=C(S1)N1CCC(CC1)NC(OC(C)(C)C)=O)C1=CC(=C(C=C1)C#N)F tert-Butyl (1-(5-bromo-4-(4-cyano-3-fluorophenyl)thiazol-2-yl)piperidin-4-yl)carbamate